tricyclo[3.3.1.13,7]decane-1,3-diamine C12(CC3(CC(CC(C1)C3)C2)N)N